IC1=CC2=C(OCCO2)C=C1 6-iodo-2,3-dihydrobenzo[B][1,4]dioxin